ethyl 3-(5-(1-(3-(4-chlorophenyl) propyl)-1H-1,2,3-triazol-4-yl)-3-hydroxypicolinamido)-2,2-dimethylpropionate ClC1=CC=C(C=C1)CCCN1N=NC(=C1)C=1C=C(C(=NC1)C(=O)NCC(C(=O)OCC)(C)C)O